2-((6-(4-((((R)-1-cyclopentylethoxy)carbonyl)amino)-3-methylisoxazol-5-yl)-2-methylpyridin-3-yl)carbamoyl)cyclohexane-1-carboxylic acid C1(CCCC1)[C@@H](C)OC(=O)NC=1C(=NOC1C1=CC=C(C(=N1)C)NC(=O)C1C(CCCC1)C(=O)O)C